(+-)-4-{[2-(3-methylbutyl)-2-cyclopenten-1-yl]oxy}butanal CC(CCC=1[C@@H](CCC1)OCCCC=O)C |r|